COP(OC=1C=NC(=C(C1C=O)O)C)(O)=O phosphoric acid (4-formyl-5-hydroxy-6-methylpyridin-3-yl) methyl ester